(R)-phenylethanamine C1(=CC=CC=C1)[C@@H](C)N